5-(Hydroxymethyl)-2-methyl-1,2-thiazinane 1,1-dioxide OCC1CCN(S(C1)(=O)=O)C